4-(4-(3-isopropyl-2-(8-methyl-[1,2,4]triazolo[1,5-a]pyridin-6-yl)-1H-indol-5-yl)cyclohexyl)morpholine C(C)(C)C1=C(NC2=CC=C(C=C12)C1CCC(CC1)N1CCOCC1)C=1C=C(C=2N(C1)N=CN2)C